OC1=C(C=C(C=C1)C(C)(C)CC(C)(C)C)N1N=C2C(=N1)C=CC=C2 2-(2-hydroxy-5'-tert-octylphenyl)-benzotriazole